C(C)(C)(C)OC(=O)N1CCN(CC1)CC1(CC(=C(CC1)C1=CC=C(C=C1)Cl)CN1CC2=NN(C=C2C1)C1=CC=C(C(=O)O)C=C1)C 4-(5-((4-((4-(tert-Butoxycarbonyl)piperazin-1-yl)methyl)-4'-chloro-4-methyl-3,4,5,6-tetrahydro-[1,1'-biphenyl]-2-yl)methyl)-5,6-dihydropyrrolo[3,4-c]pyrazol-2(4H)-yl)benzoic acid